5-chloro-7-oxo-N-[2-(trifluoromethoxy)ethyl]-7,8-dihydro-6H-spiro[[1,3]oxazolo[5,4-f]quinazoline-9,1'-cyclohexane]-2-carboxamide ClC=1C=C2C(=C3C1NC(NC31CCCCC1)=O)OC(=N2)C(=O)NCCOC(F)(F)F